(E)-N-(4-((3-chloro-4-fluorophenyl)amino)-7-methoxyquinazolin-6-yl)-4-(4-(3-((2-(2,6-dioxopiperidin-3-yl)-1-oxoisoindolin-4-yl)thio)propanamido)piperidin-1-yl)but-2-enamide ClC=1C=C(C=CC1F)NC1=NC=NC2=CC(=C(C=C12)NC(\C=C\CN1CCC(CC1)NC(CCSC1=C2CN(C(C2=CC=C1)=O)C1C(NC(CC1)=O)=O)=O)=O)OC